CC(C)(C)OC(=O)N1CCN(CC1)CCCCCCN1C(C2=CC=CC=C2C1=O)=O 4-[6-(1,3-dioxo-2,3-dihydro-1H-isoindol-2-yl)hexyl]piperazine-1-carboxylic acid-2-methylpropan-2-yl ester